O=C1C=CC(=NN1)N1CCC1 1-(6-oxo-1H-pyridazin-3-yl)azetidine